O[C@@](C(=O)O)(C1=CC=CC=C1)C1=CC(=CC=C1)O (S)-2-hydroxy-2-(3-hydroxyphenyl)-2-phenylacetic acid